C(#N)C1=CC=2N(N=C1)C(=CC2)C2=CC(=C(C=N2)C2=NN=C(S2)N2CC1(C2)CC(C1)NC(C)=O)NC(C)C N-(2-(5-(6-(3-cyanopyrrolo[1,2-b]pyridazin-7-yl)-4-(isopropylamino)pyridin-3-yl)-1,3,4-thiadiazol-2-yl)-2-azaspiro[3.3]heptan-6-yl)acetamide